C(CCCCCCC\C=C/C\C=C/C\C=C/CC)(=O)OCC(COC(NC1CN(C1)C(C)C)=O)COC(CCCCCCC\C=C/C\C=C/CCCCC)=O 3-(((1-isopropylazetidin-3-yl)carbamoyl)oxy)-2-((((9Z,12Z)-octadeca-9,12-dienoyl)oxy)methyl)propyl (9Z,12Z,15Z)-octadeca-9,12,15-trienoate